CC(C(=O)O)(C)OCC1=NN(C2=CC=CC=C12)CC1=CC=CC=C1 2-methyl-2-[[1-(phenylmethyl)-1H-indazol-3-yl]methoxy]-propanoic acid